6-[4-fluoro-2-[3-fluoro-5-(methylsulfanyl)phenyl]pyrrolidin-1-yl]-N-{1-[(3-hydroxyphenyl)methyl]azetidin-3-yl}imidazo[1,2-b]pyridazine-3-carboxamide FC1CC(N(C1)C=1C=CC=2N(N1)C(=CN2)C(=O)NC2CN(C2)CC2=CC(=CC=C2)O)C2=CC(=CC(=C2)SC)F